ClC(C(N1CCN(CC1)C1=CC=C(C=C1)OC(C(OC([2H])([2H])[2H])([2H])[2H])([2H])[2H])([2H])[2H])([2H])[2H] 1-[2-chloro(2H4)ethyl]-4-[4-({2-[(2H3)methyloxy](2H4)ethyl}oxy)phenyl]piperazine